rel-cis-(3R,4R)-1-(tert-butoxycarbonyl)-3,4-dimethylpyrrolidine-3-carboxylic acid C(C)(C)(C)OC(=O)N1C[C@@]([C@H](C1)C)(C(=O)O)C |o1:9,10|